trimethyl-n-butyl-zirconium C[Zr](CCCC)(C)C